N-[2-[(3aR,6aS)-2-[(2-fluorophenyl)methyl]-3,3a,4,5,6,6a-hexahydro-1H-cyclopenta[c]pyrrol-5-yl]ethyl]-6-(2,4-dimethylpyrazol-3-yl)pyridazin-3-amine FC1=C(C=CC=C1)CN1C[C@@H]2[C@H](C1)CC(C2)CCNC=2N=NC(=CC2)C=2N(N=CC2C)C